azobisisobutyronitrile BOCtert-butyl-carbamate C(=O)(OC(C)(C)C)N(C(O)=O)C(C)(C)C.N(=NC(C#N)(C)C)C(C#N)(C)C